OC1=CC=C(CC2N(CCN(CCN(CCN(C2)CC(=O)O)CC(=O)O)CC(=O)O)CC(=O)O)C=C1 p-hydroxy-benzyl-1,4,7,10-tetraazacyclododecane-1,4,7,10-tetraacetic acid